C(#C)C=1C(=CC=C2C=C(C=C(C12)C1=C(C=2N=C(N=C(C2C=N1)N1CCOCC1)OC[C@]12CCCN2C[C@@H](C1)F)F)OCOC)F (2R,7aS)-7a-[({7-[8-ethynyl-7-fluoro-3-(methoxymethoxy)naphthalen-1-yl]-8-fluoro-4-(morpholin-4-yl)pyrido[4,3-d]pyrimidin-2-yl}oxy)methyl]-2-fluoro-hexahydro-1H-pyrrolizine